ClC1=NC(=NC(=N1)C1=CC=2C(C3=CC=CC=C3C2C=C1)(C1=CC=CC=C1)C1=CC=CC=C1)C1=CC=CC=C1 2-chloro-4-(9,9-diphenyl-9H-fluoren-2-yl)-6-phenyl-1,3,5-triazine